2-(4,4-difluorocyclohexane-1-carboxamido)butanoic acid FC1(CCC(CC1)C(=O)NC(C(=O)O)CC)F